1-(((benzyloxy)carbonyl)glycyl)-5-oxopyrrolidine-2-carboxylic acid C(C1=CC=CC=C1)OC(=O)NCC(=O)N1C(CCC1=O)C(=O)O